1-dodecyl-3-methylimidazole chloride salt [Cl-].C(CCCCCCCCCCC)N1CN(C=C1)C